5-(4-((4-(1H-pyrazol-4-yl)phenyl)amino)pyrimidin-2-yl)-N,N-diethyl-3-methyl-1H-indole-2-carboxamide N1N=CC(=C1)C1=CC=C(C=C1)NC1=NC(=NC=C1)C=1C=C2C(=C(NC2=CC1)C(=O)N(CC)CC)C